6-(5-{[3-(cyclohexyloxy)propyl]carbamoyl}-6-methoxypyridin-3-yl)-N-methyl-1H-indazole-3-carboxamide C1(CCCCC1)OCCCNC(=O)C=1C=C(C=NC1OC)C1=CC=C2C(=NNC2=C1)C(=O)NC